(S)-6-(5-methyl-1,4,5,6-tetrahydropyridin-2-yl)spiro[benzo[b][1,4]oxazine-2,1'-cyclopropane]-3(4H)-one C[C@H]1CC=C(NC1)C1=CC2=C(OC3(CC3)C(N2)=O)C=C1